acrylic acid lead-boron [B].[Pb].C(C=C)(=O)O